(E)-2-(benzylideneamino)-2-methyl-hexanoic acid ethyl ester C(C)OC(C(CCCC)(C)/N=C/C1=CC=CC=C1)=O